7-chloro-2-phenyl-9H-pyrimido[4,5-b]indole ClC1=CC=C2C3=C(NC2=C1)N=C(N=C3)C3=CC=CC=C3